C(C1=CC=CC=C1)C=1C=CC(=NC1)N1CCN(CC1)C(=O)OC(C)(C)C tert-butyl 4-(5-benzylpyridin-2-yl)piperazine-1-carboxylate